C(CCCC)OC(CCCN(CC(N(CCN(C(CN(CCN(CCCCCCCCC)CCCCCCCCC)CCCCCCCCC)=O)C)C)=O)CCCCCCCCC)=O Pentyl-8,11-dimethyl-5,14,17-trinonyl-7,12-dioxo-5,8,11,14,17-pentaazahexacosanoate